(4S)-4-Methyl-2-{[1-(2-oxobutanoyl)piperidin-4-yl]methyl}-N-{[(2S)-oxolan-2-yl]methyl}-8-(trifluoromethyl)-4,5-dihydro-2H-furo[2,3-g]indazol-7-carboxamid C[C@@H]1C2=CN(N=C2C2=C(C1)OC(=C2C(F)(F)F)C(=O)NC[C@H]2OCCC2)CC2CCN(CC2)C(C(CC)=O)=O